N-(1-(1-(2,2-dimethoxyethyl)piperidin-4-yl)-1H-pyrazol-4-yl)-5-(p-tolyl)imidazo[1,2-a]pyrazin-8-amine COC(CN1CCC(CC1)N1N=CC(=C1)NC=1C=2N(C(=CN1)C1=CC=C(C=C1)C)C=CN2)OC